N-(1'-(4-(1,1-difluoroethyl)pyrimidin-2-yl)-1',2,2',3,5,6-hexahydrospiro[pyran-4,3'-pyrrolo[3,2-c]pyridin]-6'-yl)acetamide FC(C)(F)C1=NC(=NC=C1)N1CC2(C=3C=NC(=CC31)NC(C)=O)CCOCC2